tert-butyl (exo)-3-{[6-(4-chloro-1,3-benzothiazol-7-yl) pyridazin-3-yl]oxy}-8-azabicyclo[3.2.1]octane-8-carboxylate ClC1=CC=C(C2=C1N=CS2)C2=CC=C(N=N2)OC2CC1CCC(C2)N1C(=O)OC(C)(C)C